4-epoxycyclohexyl-triethoxysilane tert-butyl-4-[5-({8-fluoro-2-methylimidazo[1,2-a]pyridin-6-yl}carbamoyl)cinnolin-8-yl]piperazine-1-carboxylate C(C)(C)(C)OC(=O)N1CCN(CC1)C=1C=CC(=C2C=CN=NC12)C(NC=1C=C(C=2N(C1)C=C(N2)C)F)=O.C21C(CC(CC2)[Si](OCC)(OCC)OCC)O1